CS(=O)(=O)N(C1=NC(N2C(C3=CC(=C(C=C3CC2)OC)OC)=C1)=O)C1CCNCC1 2-(methylsulfonyl(piperidin-4-yl)amino)-9,10-dimethoxy-6,7-dihydro-4H-pyrimido[6,1-a]isoquinolin-4-one